2-hydroxyhexadecyldimethyl-ammonium acetate C(C)(=O)[O-].OC(C[NH+](C)C)CCCCCCCCCCCCCC